C(C1=CC=CC=C1)SC=1C(=NC(=CC1)C)Cl 3-(benzylthio)-2-chloro-6-methylpyridine